(S)-(4-(1H-benzo[d]imidazol-2-yl)-6,7-dihydro-1H-imidazo[4,5-c]pyridin-5(4H)-yl)(5-fluoropyrazolo[1,5-a]pyridin-3-yl)methanone N1C(=NC2=C1C=CC=C2)[C@H]2N(CCC1=C2N=CN1)C(=O)C=1C=NN2C1C=C(C=C2)F